rac-(5s,6r)-6-ethyl-1,3-diazaspiro[4.4]nonane-2,4-dione C(C)[C@H]1[C@]2(C(NC(N2)=O)=O)CCC1 |r|